1-(3-bromophenyl)-N-(4-(4-morpholino-7-((2-(trimethylsilyl)ethoxy)methyl)-7H-pyrrolo[2,3-d]pyrimidin-6-yl)phenyl)cyclopropane-1-carboxamide BrC=1C=C(C=CC1)C1(CC1)C(=O)NC1=CC=C(C=C1)C1=CC2=C(N=CN=C2N2CCOCC2)N1COCC[Si](C)(C)C